Cl.N[C@@H](C(=O)NC1CCC(CC1)N1N=C(C=2C1=NC=NC2N)C2=CC=C(C=C2)OC2=CC=CC=C2)C(C)C (R)-2-amino-N-(4-(4-amino-(4-phenoxyphenyl)-1H-pyrazolo[3,4-d]pyrimidin-1-yl)cyclohexyl)-3-Methylbutanamide hydrochloride